FC=1C=C(C=CC1F)NC(=O)C1CC2(C1)CCC(CC2)C2=CC=NC1=CC=C(C=C21)F N-(3,4-difluorophenyl)-7-(6-fluoroquinoline-4-yl)spiro[3.5]nonane-2-carboxamide